[3-(benzyloxy)-1-(difluoromethyl)cyclobutoxy](tert-butyl)dimethylsilane C(C1=CC=CC=C1)OC1CC(C1)(O[Si](C)(C)C(C)(C)C)C(F)F